C(C)(C)C1=NC(=C2C(=N1)N(N=C2)C2COCC2)NC=2N=CN(C2)C2=CC(=C(C(=C2)OC)OC)OC 6-isopropyl-1-(tetrahydrofuran-3-yl)-N-(1-(3,4,5-trimethoxyphenyl)-1H-imidazol-4-yl)-1H-pyrazolo[3,4-d]pyrimidin-4-amine